C(C)(C)C=1C(=CC2=C(N(C(N2)=O)[C@@H]2CN(CCC2)C2CCOCC2)C1)C=1C=C(C=2N(C1)N=CN2)OC (S)-6-Isopropyl-5-(8-methoxy-[1,2,4]triazolo[1,5-a]pyridin-6-yl)-1-(1-(tetrahydro-2H-pyran-4-yl)piperidin-3-yl)-1,3-dihydro-2H-benzo[d]imidazol-2-on